[Al].[Ti].[V] vanadium titanium-aluminum